C(C)OC=1N(C(=C(C(C1C(=O)OCC)=O)C1=CC=C(C=C1)F)C)C Ethyl 2-ethoxy-5-(4-fluorophenyl)-1,6-dimethyl-4-oxo-1,4-dihydropyridine-3-carboxylate